iron aluminum alloyl-copper C(C=C)(=O)[Cu].[Al].[Fe]